6-butyl-3-[3-(3-chlorophenyl)pyrrolidine-1-carbonyl]-5-(2,6-dimethoxyphenyl)pyridine-2,4-diol C(CCC)C1=C(C(=C(C(=N1)O)C(=O)N1CC(CC1)C1=CC(=CC=C1)Cl)O)C1=C(C=CC=C1OC)OC